9-(2'-(4,6-diphenyl-1,3,5-triazin-2-yl)-5'-(6-methylpyridin-2-yl)-[1,1'-biphenyl]-4-yl)-3,6-dimethyl-9H-carbazole C1(=CC=CC=C1)C1=NC(=NC(=N1)C1=CC=CC=C1)C1=C(C=C(C=C1)C1=NC(=CC=C1)C)C1=CC=C(C=C1)N1C2=CC=C(C=C2C=2C=C(C=CC12)C)C